NC1=CC(=NC2=CC(=CC=C12)C(=O)OC)C1=CC=C(C=C1)C(C)(C)C methyl 4-amino-2-(4-(tert-butyl)phenyl)quinoline-7-carboxylate